tert-butyl (R)-(1-((5-amino-1-(difluoromethyl)-2-oxo-1,2-dihydropyridin-3-yl)oxy)propan-2-yl)carbamate NC=1C=C(C(N(C1)C(F)F)=O)OC[C@@H](C)NC(OC(C)(C)C)=O